NC1=C(C(=NC=N1)NCC1CC2CCC(C1)N2C(\C=C\CN(C)C)=O)C2=CC=C(C=C2)OC2=CC=CC=C2 (E)-1-(3-(((6-Amino-5-(4-phenoxyphenyl)pyrimidin-4-yl)amino)methyl)-8-azabicyclo[3.2.1]octan-8-yl)-4-(dimethylamino)but-2-en-1-on